N-phenylaminomethylmethyldimethoxysilane C1(=CC=CC=C1)NC[Si](OC)(OC)C